C(C1=CC=CC=C1)N(C(C)=O)\C(\C)=C/C=C (Z)-N-BenZyl-N-(penta-2,4-dien-2-yl)acetamide